1-(3-((4-chloro-2-(7-chloro-5-(trifluoromethyl)-1H-benzo[d]imidazol-2-yl)phenoxy)methyl)phenyl)dihydropyrimidine-2,4(1H,3H)-dione ClC1=CC(=C(OCC=2C=C(C=CC2)N2C(NC(CC2)=O)=O)C=C1)C1=NC2=C(N1)C(=CC(=C2)C(F)(F)F)Cl